Cl.ClC=1C=CC(=C(CNCCN2CCNCC2)C1)OCC N-(5-chloro-2-ethoxybenzyl)-2-(piperazin-1-yl)ethan-1-amine hydrochloride